N-[3-[3-(3-methoxyazetidin-1-yl)-1-(2,2,2-trifluoroethyl)pyrazolo[4,3-c]pyridin-6-yl]-1H-pyrazol-4-yl]-7-methyl-4-azaspiro[2.5]octane-4-carboxamide COC1CN(C1)C1=NN(C2=C1C=NC(=C2)C2=NNC=C2NC(=O)N2C1(CC1)CC(CC2)C)CC(F)(F)F